5-phenyl-1-(p-toluenesulfonyl)pyrrolo[2,3-b]Pyridine C1(=CC=CC=C1)C=1C=C2C(=NC1)N(C=C2)S(=O)(=O)C2=CC=C(C)C=C2